3,9-diazaspiro[5.5]undecane-3-carboxamide C1CN(CCC12CCNCC2)C(=O)N